BrC=1C=CC(=C(C=O)C1)OC1CCOCC1 5-bromo-2-((tetrahydro-2H-pyran-4-yl)oxy)benzaldehyde